OC(C)(C)C=1N=CC(=NC1)N1C(O[C@]2(C1)C[C@@](CCC2)(OC)CN2C=NC1=C2C=C(C=C1)C#N)=O 1-(((5S,7R)-3-(5-(2-Hydroxypropan-2-yl)pyrazin-2-yl)-7-methoxy-2-oxo-1-oxa-3-azaspiro[4.5]decan-7-yl)methyl)-1H-benzo[d]imidazole-6-carbonitrile